N1(C=CC=C1)C1CCCCC1 1-(1H-pyrrol-1-yl)cyclohexane